ClC1=CN(C2=NC=C(C(=C21)C)[N+](=O)[O-])C2CCC2 3-chloro-1-cyclobutyl-4-methyl-5-nitro-1H-pyrrolo[2,3-b]pyridine